3-hydroxy-β,γ-caroten-4'-one OC1CC(C)(C)C(=C(C1)C)\C=C\C(\C)=C\C=C\C(\C)=C\C=C\C=C(/C)\C=C\C=C(/C)\C=C\C1C(=C)C(CCC1(C)C)=O